2-(((tetrahydrofuran-2-yl)oxy)methyl)pyridine O1C(CCC1)OCC1=NC=CC=C1